NCC1=CC(=C(C(=C1)C)NC(=O)C1=CC2=C(OCCC3=C2SC=C3)C=C1C=1C(=NC(=CC1)C(N[C@@H]1[C@H]3CC[C@@H](C1)C3)=O)C(=O)O)C 3-(9-((4-(aminomethyl)-2,6-dimethylphenyl)carbamoyl)-4,5-dihydrobenzo[b]thieno[2,3-d]oxepin-8-yl)-6-(((1S,2S,4R)-bicyclo[2.2.1]heptan-2-yl)carbamoyl)picolinic acid